2-((3-(4-oxo-1H-pyridin-2-yl)-1,2,4-oxadiazol-5-yl)methyl)-6-(1-methyl-1H-pyrazol-4-yl)quinazolin-4(1H)-one O=C1C=C(NC=C1)C1=NOC(=N1)CC=1NC2=CC=C(C=C2C(N1)=O)C=1C=NN(C1)C